4-((tert-butoxycarbonyl)amino)cyclopent-1-ene-1-carboxylate C(C)(C)(C)OC(=O)NC1CC=C(C1)C(=O)[O-]